NC1=NC=CC(=C1)C=1OC=C(N1)C(=O)NC=1C(=CC2=C(CC(O2)(C)C)C1)C=1C=NC=C(C1)F 2-(2-Aminopyridin-4-yl)-N-(6-(5-fluoropyridin-3-yl)-2,2-dimethyl-2,3-dihydrobenzofuran-5-yl)oxazole-4-carboxamide